N-methyl-1-(tetrahydro-2H-pyran-2-yl)-1H-indazol-6-amine CNC1=CC=C2C=NN(C2=C1)C1OCCCC1